6-(((5-(tert-butyl)benzo[d]oxazol-2-yl)methyl)thio)-1-phenyl-1,5-dihydro-4H-pyrazolo[3,4-d]pyrimidin-4-one C(C)(C)(C)C=1C=CC2=C(N=C(O2)CSC=2NC(C3=C(N2)N(N=C3)C3=CC=CC=C3)=O)C1